di[(Z)-2-nonen-1-yl]9-{[(1-methylpiperidine-4-carbonyl)oxy]methyl}heptadecanedioate C(\C=C/CCCCCC)OC(CCCCCCCC(CCCCCCCC(=O)OC\C=C/CCCCCC)COC(=O)C1CCN(CC1)C)=O